C1(CCC1)N(C(=O)C1=CN(C(C2=CC(=C(C=C12)OC)OC)=O)C1=C2C=CN(C2=CC(=C1)F)C)C N-cyclobutyl-2-(6-fluoro-1-methyl-1H-indol-4-yl)-6,7-dimethoxy-N-methyl-1-oxo-1,2-dihydroisoquinoline-4-carboxamide